OC(CN(C(O[C@@H]1CC[C@H](CC1)C(N(C[C@@H]1CC[C@H](CC1)C1=NC(=C(C=C1)OC)C)C1=NC=CC(=C1)C=1N=C(OC1)C1CC1)=O)=O)C)C trans-4-((4-(2-Cyclopropyloxazol-4-yl)pyridin-2-yl)((trans-4-(5-methoxy-6-methylpyridin-2-yl)cyclohexyl)methyl)carbamoyl)cyclohexyl (2-hydroxypropyl)(methyl)carbamate